[6-[[1-methyl-5-(trifluoromethyl)pyrazol-3-yl]methyl]-2,6-diazaspiro[3.3]heptan-2-yl]-[6-[3-(trifluoromethyl)-1,2,4-triazol-1-yl]-2-azaspiro[3.3]heptan-2-yl]methanone CN1N=C(C=C1C(F)(F)F)CN1CC2(CN(C2)C(=O)N2CC3(C2)CC(C3)N3N=C(N=C3)C(F)(F)F)C1